CCN(CC)CN(CC)CC tetraethylmethylenediamine